C(C)OC(CN1C(CN(CC1)CCCCCC1=CC=C2CCCN(C2=N1)C(=O)OC(C)(C)C)=O)=O tert-butyl 7-(5-(4-(2-ethoxy-2-oxoethyl)-3-oxopiperazin-1-yl) pentyl)-3,4-dihydro-1,8-naphthyridine-1(2H)-carboxylate